1-(4-methylpyridin-3-yl)piperazine TFA salt OC(=O)C(F)(F)F.CC1=C(C=NC=C1)N1CCNCC1